ClC=1C=2N(C=C(N1)S(N(C1(CC1)C)CC1=CC=C(C=C1)OC)(=O)=O)C(=NC2)C(=O)OC Methyl 8-chloro-6-(N-(4-methoxybenzyl)-N-(1-methylcyclopropyl)sulfamoyl)imidazo[1,5-a]pyrazine-3-carboxylate